FC(C1=NN=C(O1)C1=CC=2N(C=C1)C=C(N2)CN(S(=O)(=O)C2CCN(CC2)C(=O)C2COC2)C2=CC(=CC=C2)F)F N-((7-(5-(difluoromethyl)-1,3,4-oxadiazol-2-yl)imidazo[1,2-a]pyridin-2-yl)methyl)-N-(3-fluorophenyl)-1-(oxetane-3-carbonyl)piperidine-4-sulfonamide